Ethyl 5-(4-Chlorophenyl)-1-(2,4-Dichlorophenyl)-4-Methyl-1H-Pyrazole-3-Carboxylate ClC1=CC=C(C=C1)C1=C(C(=NN1C1=C(C=C(C=C1)Cl)Cl)C(=O)OCC)C